ClC1=C(C=CC(=C1)O)NC(=O)NC1CC1 N-(2-chloro-4-hydroxyphenyl)-1-(cyclopropylamino)methanamide